1-(3,4-difluorophenyl)-3-(2-hydroxy-5-methylphenyl)thiourea FC=1C=C(C=CC1F)NC(=S)NC1=C(C=CC(=C1)C)O